N1C(=CC=2C=NC=CC21)CNC(=O)[C@H]2N(C[C@@H](C2)OC(F)F)C(CNC(C2=CC=C(C=C2)OC2=C(C=C(C=C2)F)C)=O)=O (2S,4R)-N-((1H-pyrrolo[3,2-c]pyridin-2-yl)methyl)-4-(difluoromethoxy)-1-((4-(4-fluoro-2-methylphenoxy)benzoyl)glycyl)pyrrolidine-2-carboxamide